ClC1=C(C=2C(=C3C(=NC2C=C1F)C1=CC2=C(C(N1C3)=O)COC([C@]2(O)CC)=O)CNC(CO)=O)F (S)-N-((9-chloro-4-ethyl-8,10-difluoro-4-hydroxy-3,14-dioxo-3,4,12,14-tetrahydro-1H-pyrano[3',4':6,7]indolizino[1,2-b]quinolin-11-yl)methyl)-2-hydroxyacetamide